The molecule is an acyl-CoA that results from the formal condensation of the thiol group of coenzyme A with the carboxy group of 3-sulfinopropionic acid. It has a role as a bacterial metabolite. It derives from a 3-sulfinopropionic acid. It is a conjugate acid of a 3-sulfinopropionyl-CoA(5-). CC(C)(COP(=O)(O)OP(=O)(O)OC[C@@H]1[C@H]([C@H]([C@@H](O1)N2C=NC3=C(N=CN=C32)N)O)OP(=O)(O)O)[C@H](C(=O)NCCC(=O)NCCSC(=O)CCS(=O)O)O